1,2,5-trimethylbenzoic acid CC1(C(=O)O)C(C=CC(=C1)C)C